C1(=CC=C(C=C1)C=CC=CC=CC1=CC=C(C=C1)C)C 1,6-di-p-tolylhexa-1,3,5-triene